CC1=C(C(=O)OC2(CCN(CC2)CC(NC2=CC=CC=C2)=O)C#N)C=CC=C1 (4-cyano-1-(2-oxo-2-(phenylamino) ethyl) piperidin-4-yl) methylbenzoate